2-bromo-1-(difluoromethyl)-3-methylbenzene BrC1=C(C=CC=C1C)C(F)F